[(E,1S)-6-(Dimethylamino)-1-[[1-[[6-fluoro-1-methyl-4-(3,3,3-trifluoropropyl)benzimidazol-2-yl]methyl]-2-oxo-3-pyridyl]carbamoyl]-6-oxo-hex-4-enyl]N,N-dimethylcarbamat CN(C(/C=C/CC[C@@H](C(NC=1C(N(C=CC1)CC1=NC2=C(N1C)C=C(C=C2CCC(F)(F)F)F)=O)=O)OC(N(C)C)=O)=O)C